C(C)(C)(C)C1(N(C2(C1)CCNCC2)C(=O)[O-])C2=C(C=CC=C2F)NS(=O)(=O)C2=CC=C(C=C2)S(=O)(=O)N(C)C tert-butyl-{2-[4-(dimethylaminosulfonyl) benzenesulfonamido]-6-fluorophenyl}-1,7-diazaspiro[3.5]nonane-1-carboxylate